C(C)N(C1=NC(=CC(=N1)N1CCN(CC1)CC([C@]1(CC[C@H]2[C@@H]3C[C@@H](C4=CC(C=C[C@]4(C)C3=CC[C@]12C)=O)C)O)=O)N(CC)CC)CC 21-[4-[2,6-bis(diethylamino)-4-pyrimidinyl]-1-piperazinyl]-17a-hydroxy-6a-methylpregna-1,4,9(11)-trien-3,20-dione